NCC[C@H]1[C@@H](C1)C1=C2CN(C(C2=CC=C1)=O)C1C(NC(CC1)=O)=O 3-(4-((trans)-2-(2-Aminoethyl)cyclopropyl)-1-oxoisoindolin-2-yl)piperidine-2,6-dione